C(C(C)(C)C)(=O)OC1=C(C2=CC=CC=C2C=C1)OS(=O)(=O)C(F)(F)F ((trifluoromethyl)sulfonyl)oxylnaphthalen-2-yl pivalate